CC1=C(C(=CC=C1)C)C1=NC=2NS(C=3C=CC=C(C(N(CC(OC(=C1)N2)C=O)C)=O)C3)(=O)=O 6-(2,6-dimethylphenyl)-12-methyl-2,2,13-trioxo-9-oxa-2λ6-thia-3,5,12,19-tetrazatricyclo[12.3.1.14,8]nonadeca-1(18),4(19),5,7,14,16-hexaene-10-carbaldehyde